4-(aminomethyl)piperidine hydroiodide I.NCC1CCNCC1